2-((1r,4S)-4-ethoxycyclohexylamino)-4-((S)-3-methylbutan-2-ylamino)pyrimidine-5-carboxamide C(C)OC1CCC(CC1)NC1=NC=C(C(=N1)N[C@@H](C)C(C)C)C(=O)N